FC1(C(CN(C1)CC1(CC1)C(F)(F)F)NC(OC(C)(C)C)=O)F Tert-butyl (4,4-difluoro-1-((1-(trifluoromethyl)cyclopropyl)methyl)pyrrolidin-3-yl)carbamate